3-(1-{3-[(2S)-2-(4-chlorophenyl)-2-hydroxyethyl]-1,2,4-oxadiazol-5-yl}-2-methoxyethyl)-1,6-dimethylpyrimidine-2,4-dione ClC1=CC=C(C=C1)[C@H](CC1=NOC(=N1)C(COC)N1C(N(C(=CC1=O)C)C)=O)O